(3R)-N-hydroxy-3-[(6-morpholinopyrimidin-4-yl)amino]piperidine-1-carboxamidine ONC(=N)N1C[C@@H](CCC1)NC1=NC=NC(=C1)N1CCOCC1